2-cyano-3-(piperidin-3-yloxy)pyridine-5-yl-2-aminopyrimidine C(#N)C1=NC=C(C=C1OC1CNCCC1)C1=NC(=NC=C1)N